3-(6-nitro-2-oxo-benzo[cJ]indol-1-yl)piperidine-2,6-dione [N+](=O)([O-])C=1C=2C3=C(C(N(C3=CC1)C1C(NC(CC1)=O)=O)=O)C=CC2